1-dimethylamino-3,3-dimethylbutane-2-ol CN(CC(C(C)(C)C)O)C